5-(chloromethyl)-3-((1R,5S,6R)-3-(3-chlorophenyl)-3-azabicyclo[3.1.0]hex-6-yl)-1,2,4-oxadiazole ClCC1=NC(=NO1)C1[C@H]2CN(C[C@@H]12)C1=CC(=CC=C1)Cl